FC(C1=CC(=NN1C)C1=NC(=NO1)C1(CC1)C1=C(C=CC(=C1)OC)C)F 5-(5-(difluoromethyl)-1-methyl-1H-pyrazol-3-yl)-3-(1-(5-methoxy-2-methylphenyl)cyclopropyl)-1,2,4-oxadiazole